N'-(2-Chloro-5-methyl-4-phenoxyphenyl)-N-ethyl-N-methylimidoformamid ClC1=C(C=C(C(=C1)OC1=CC=CC=C1)C)N=CN(C)CC